isopropyl-1-(3-chloropyridin-2-yl)-3-oxo-pyrazolidine-5-carboxylate C(C)(C)OC(=O)C1CC(NN1C1=NC=CC=C1Cl)=O